ketoglutarate potassium salt [K+].O=C(C(=O)[O-])CCC(=O)[O-].[K+]